COC=1C(=CC2=C(N=C(S2)NC(C(C2=CC=C(C=C2)S(=O)(=O)CC)OC2CCCCC2)=O)C1)OC N-(5,6-dimethoxybenzothiazol-2-yl)-2-cyclohexyloxy-2-[4-(ethylsulfonyl)phenyl]acetamide